C(#N)[C@H]1N(CC(C1)(F)F)C(CNC(=O)C1=CC=NC2=C(C=CC=C12)OCCCNC(OC(C)(C)C)=O)=O Tert-butyl (S)-(3-((4-((2-(2-cyano-4,4-difluoropyrrolidin-1-yl)-2-oxoethyl)carbamoyl)quinolin-8-yl)oxy)propyl)carbamate